ClC1=C(C=C(C=C1OC)OC)C1=NOC(C(=C1C1=C(C=C(C=C1)F)Cl)C)=O 3-(2-chloro-3,5-dimethoxyphenyl)-4-(2-chloro-4-fluorophenyl)-5-methyl-6H-1,2-oxazin-6-one